O[C@H](CCC)C1=CC(=C(C=N1)C=1C(N(C2=CC(=NC=C2C1)NC(=O)C1CC1)CCOC)=O)C (R)-N-(3-(6-(1-hydroxybutyl)-4-methylpyridin-3-yl)-1-(2-methoxyethyl)-2-oxo-1,2-dihydro-1,6-naphthyridin-7-yl)cyclopropanecarboxamide